ClC=1C=C(C(=NC1)OC)S(=O)(=O)NC1=C(C(=CC=C1)C1=CC2=C(N=C(N=C2)NC(C)C)N2C1=NN=C2)F 5-Chloro-N-(2-fluoro-3-(2-(isopropylamino)-[1,2,4]triazolo[4',3':1,6]pyrido[2,3-d]pyrimidin-6-yl)phenyl)-2-methoxypyridine-3-sulfonamide